1-Hexyl-3-propylpyrrolidinium methansulfonat CS(=O)(=O)[O-].C(CCCCC)[NH+]1CC(CC1)CCC